6-(4-(difluoromethoxy)phenyl)-2-(pyrimidin-4-ylmethyl)pyridazin-3(2H)-one FC(OC1=CC=C(C=C1)C=1C=CC(N(N1)CC1=NC=NC=C1)=O)F